ClC1=C(C=CC=2N(C(=NC21)C)C2CCN(CC2)C)[N+](=O)[O-] 4-chloro-2-methyl-1-(1-methylpiperidin-4-yl)-5-nitro-1H-benzo[d]imidazole